(2S,5R)-2,5-diethyl-4-(1-(4-(morpholinomethyl)phenyl)ethyl)piperazine C(C)[C@@H]1NC[C@H](N(C1)C(C)C1=CC=C(C=C1)CN1CCOCC1)CC